FC1=CC=C(C=C1)C12CC(C1)(C2)C(C)(C)NC(C2=CN=CC=C2)=O N-(2-(3-(4-fluorophenyl)bicyclo[1.1.1]pentan-1-yl)propan-2-yl)nicotinamide